FC1=C(C(=O)OCC)C(=C(C(=C1F)F)F)F ethyl 2,3,4,5,6-pentafluorobenzoate